C(C)(C)[C@@H]1CC[C@H](CC1)C(=O)NC1=CC(=CC(=C1)NC(=O)[C@@H]1CC[C@@H](CC1)C(C)C)NC(=O)[C@@H]1CC[C@@H](CC1)C(C)C trans-4-isopropylcyclohexylcarbonylamino-3,5-bis[cis-4-isopropylcyclohexylcarbonylamino]benzene